3-((6-(difluoromethyl)-2-((1-isopropyl-3-methyl-1H-pyrazol-5-yl)amino)-7H-pyrrolo[2,3-d]pyrimidin-7-yl)methyl)pyrazin FC(C1=CC2=C(N=C(N=C2)NC2=CC(=NN2C(C)C)C)N1CC=1C=NC=CN1)F